(2-(1,1-difluoroethyl)thiazol-5-yl)methanone FC(C)(F)C=1SC(=CN1)C=O